(R)-5-ethynyl-6-fluoro-4-(8-fluoro-4-(methyl(pyrrolidin-2-ylmethyl)amino)-2-morpholinopyrido[4,3-d]pyrimidin-7-yl)-2-naphthonitrile C(#C)C1=C2C(=CC(=CC2=CC=C1F)C#N)C1=C(C=2N=C(N=C(C2C=N1)N(C[C@@H]1NCCC1)C)N1CCOCC1)F